pinanediol boronate B(O)O.C12(C(CCC(C1(C)C)C2)(C)O)O